2-(thiazol-4-yl)ethan-1-one S1C=NC(=C1)CC=O